2-(difluoromethyl)-5-(6-((4-(6-methylpyridin-3-yl)-1H-1,2,3-triazol-1-yl)methyl)pyridin-3-yl)-1,3,4-oxadiazole FC(C=1OC(=NN1)C=1C=NC(=CC1)CN1N=NC(=C1)C=1C=NC(=CC1)C)F